2-[1-(Cyclopropylmethyl)-5-oxopyrrolidin-2-yl]-2-oxoacetic Acid C1(CC1)CN1C(CCC1=O)C(C(=O)O)=O